4-oxobutyric Acid O=CCCC(=O)O